9-Fluoro-8-(5-fluoro-3-methyl-1H-indol-7-yl)-1,4,4,6-tetramethyl-5H-[1,2,4]triazolo[4,3-a]quinoxaline FC=1C(=CC(=C2NC(C=3N(C12)C(=NN3)C)(C)C)C)C=3C=C(C=C1C(=CNC31)C)F